N-((2-(6-(4,7-diazaspiro[2.5]octan-7-yl)pyridin-2-yl)-1,6-naphthyridin-7-yl)methyl)-4-chloro-3-methyl-5-(methylsulfonyl)benzamide C1CC12NCCN(C2)C2=CC=CC(=N2)C2=NC1=CC(=NC=C1C=C2)CNC(C2=CC(=C(C(=C2)S(=O)(=O)C)Cl)C)=O